5-(2-iodo-1-(phenylsulfonyl)-1H-pyrrolo[2,3-b]pyridin-4-yl)-2-((tetrahydro-2H-pyran-4-yl)oxy)benzonitrile IC1=CC=2C(=NC=CC2C=2C=CC(=C(C#N)C2)OC2CCOCC2)N1S(=O)(=O)C1=CC=CC=C1